tert-butyl 2-(5-bromo-2-methylphenyl)-4-hydroxypyrrolidine-1-carboxylate BrC=1C=CC(=C(C1)C1N(CC(C1)O)C(=O)OC(C)(C)C)C